Methyl(4-(1-(quinolin-6-ylmethyl)-1H-[1,2,3]triazolo[4,5-b]pyrazin-6-yl)benzyl)-phosphinic Acid CP(O)(=O)CC1=CC=C(C=C1)C1=CN=C2C(=N1)N(N=N2)CC=2C=C1C=CC=NC1=CC2